7-tetraphenylborate C1=CC=CC2=CC=C3C(=C4C=CC=CC4=CC3=C12)OB([O-])[O-]